C(C)C=1C=CC=C2C=CC=C(C12)C1=C(C=2N=CN=C(C2C=N1)N1[C@@H]2CCN([C@@H]2C1)C(C=C)=O)F 1-((1R,5R)-6-(7-(8-ethylnaphthalen-1-yl)-8-fluoropyrido[4,3-d]pyrimidin-4-yl)-2,6-diazabicyclo[3.2.0]heptan-2-yl)prop-2-en-1-one